N-{[(2R)-1,4-dioxan-2-yl]methyl}-2'-{[(2S)-1,4-dioxan-2-yl]methyl}-8'-(trifluoromethyl)-2',5'-dihydrospiro[cyclopropane-1,4'-furo[2,3-g]indazole]-7'-carboxamide O1[C@@H](COCC1)CNC(=O)C1=C(C2=C(CC3(C4=CN(N=C24)C[C@@H]2OCCOC2)CC3)O1)C(F)(F)F